O.[I-].[In+3].[I-].[I-] indium iodide hydrate